COC1=C(C=CC(=C1)C1C=2C(NC(C1)=O)=NNC2)COC2=C(C=C(C#N)C=C2)C(F)(F)F 4-[(2-methoxy-4-{6-oxo-2h,4h,5h,6h,7h-pyrazolo[3,4-b]pyridin-4-yl}phenyl)methoxy]-3-(trifluoromethyl)benzonitrile